6-(2,2-diethoxyethoxy)-4-ethylpyrido[2,3-b]pyrazin-3(4H)-one C(C)OC(COC=1C=CC2=C(N(C(C=N2)=O)CC)N1)OCC